C1=2C3=C4C5=C(C(OC(C5=CC=C4C4=CC=C5C(OC(C(C=C1)=C5C24)=O)=O)=O)=O)C=C3 7,18-dioxaheptacyclo[14.6.2.22,5.03,12.04,9.013,23.020,24]hexacosa-1(23),2,4,9,11,13,15,20(24),21,25-decaene-6,8,17,19-tetrone